(5Z)-5-[(4-pyridin-4-ylquinolin-6-yl)methylidene]-1,3-thiazolidine-2,4-dione N1=CC=C(C=C1)C1=CC=NC2=CC=C(C=C12)\C=C/1\C(NC(S1)=O)=O